COC=1C=C2N(CCC3=CC=CC=C23)C(C1)=O 2-methoxy-6,7-dihydro-4H-pyrido[2,1-a]isoquinolin-4-one